1-((1,3-dihydroisobenzofuran-5-yl)methyl)-N-(1-methylcyclopropyl)-2,4-dioxo-3-((4,5,6,7-tetrahydrobenzo[d]thiazol-2-yl)methyl)-1,2,3,4-tetrahydrothieno[2,3-d]pyrimidine-6-sulfonamide C1OCC2=CC(=CC=C12)CN1C(N(C(C2=C1SC(=C2)S(=O)(=O)NC2(CC2)C)=O)CC=2SC1=C(N2)CCCC1)=O